(6-BROMO-5-FLUOROPYRIDIN-2-YL)(5-CHLOROPYRIDIN-2-YL)METHANONE BrC1=C(C=CC(=N1)C(=O)C1=NC=C(C=C1)Cl)F